COC1=CC=C(CN2C(C(C3=CC=CC=C23)=O)=O)C=C1 1-(4-methoxybenzyl)indoline-2,3-dione